((3-(2-methyl-1H-imidazol-1-yl)propyl)azanediyl)bis(hexane-6,1-diyl)bis(2-hexyldecanoate)-[((3-(2-methyl-1H-imidazol-1-yl)propyl)azanediyl)bis(hexane-6,1-diyl) bis(2-hexyldecanoate)] CC=1N(C=CN1)CCCN(CCCCCCC(C(=O)O)(CCCCCCCC)CCCCCC)CCCCCCC(C(=O)O)(CCCCCCCC)CCCCCC.CC=1N(C=CN1)CCCN(CCCCCCC(C(=O)O)(CCCCCCCC)CCCCCC)CCCCCCC(C(=O)O)(CCCCCCCC)CCCCCC